ClC=1C(=NC(=NC1)N1CC(OCC1)CO)NC1=CC2=C(N(C(N2CCC(C)(C)O)=O)C)C=C1 5-((5-chloro-2-(2-(hydroxymethyl)morpholino)pyrimidin-4-yl)amino)-3-(3-hydroxy-3-methylbutyl)-1-methyl-1,3-dihydro-2H-benzo[d]imidazol-2-one